C1(CC1)C1=C(C=C(C=N1)C1=CC(=C2C(=N1)N=C(N2)NC(=O)C2=NC=CC(=C2)OCC(=O)O)N(C)CC2(CCCC2)COC)C(F)(F)F 2-{[2-({5-[6-Cyclopropyl-5-(trifluoromethyl)pyridin-3-yl]-7-({[1-(methoxymethyl)cyclopentyl]methyl}(methyl)amino)-1H-imidazo[4,5-b]pyridin-2-yl}carbamoyl)pyridin-4-yl]oxy}acetic acid